dimethylsilylene-bis(2,4-dimethylinden-1-yl)hafnium C[Si](=[Hf](C1C(=CC2=C(C=CC=C12)C)C)C1C(=CC2=C(C=CC=C12)C)C)C